5-methyl-4-nitro-1-(tetrahydro-2H-pyran-4-yl)-1H-pyrazole CC1=C(C=NN1C1CCOCC1)[N+](=O)[O-]